4-(1-(tert-amyl)-1H-pyrazol-4-yl)pyridin-2-amine C(C)(C)(CC)N1N=CC(=C1)C1=CC(=NC=C1)N